ClC1=C2C=CC=NC2=C(C(=C1)I)O 5-chloro-8-hydroxy-7-iodoquinoline